(1S,3R,4S)-N-((R)-1-cyano-2-((S)-2-oxopiperidin-3-yl)ethyl)-5,5-difluoro-2-((R)-2-hydroxy-2-phenylacetyl)-2-azabicyclo[2.2.2]octane-3-carboxamide C(#N)[C@@H](C[C@H]1C(NCCC1)=O)NC(=O)[C@@H]1N([C@@H]2CC([C@H]1CC2)(F)F)C([C@@H](C2=CC=CC=C2)O)=O